C(C)OC1=NC(=NC=C1C(NC=1C=C(C=2N(C1)C=C(N2)C)F)=O)N2C[C@@H](CC2)N(C(OC(C)(C)C)=O)C tert-butyl N-[(3R)-1-[4-ethoxy-5-(8-fluoro-2-methylimidazo[1,2-a]pyridin-6-ylcarbamoyl)-pyrimidin-2-yl]pyrrolidin-3-yl]-N-methylcarbamate